{[N-(Tert-butoxycarbonyl)-L-valyl]oxy}acetic acid C(C)(C)(C)OC(=O)N[C@@H](C(C)C)C(=O)OCC(=O)O